3-(4-Amino-6-(((R)-1,1,1-trifluoropropan-2-yl)amino)-1,3,5-triazin-2-yl)-2-fluoro-cyclohex-2-en-1-ol NC1=NC(=NC(=N1)N[C@@H](C(F)(F)F)C)C1=C(C(CCC1)O)F